(R)-2,2-difluoro-N-(3-(6-(1-(4-methoxybenzyl)-4,5-dihydro-1H-pyrazol-3-yl)-4-methylpyridin-3-yl)-1,6-naphthyridin-7-yl)cyclopropane-1-carboxamide FC1([C@H](C1)C(=O)NC1=NC=C2C=C(C=NC2=C1)C=1C=NC(=CC1C)C1=NN(CC1)CC1=CC=C(C=C1)OC)F